2-(difluoromethyl)anilinetartaric acid FC(C1=C(NC(C(C(=O)O)O)(O)C(=O)O)C=CC=C1)F